succinimidyl 6-[3-(2-pyridyldithio)propionamido]hexanoate N1=C(C=CC=C1)SSCCC(=O)NCCCCCC(=O)ON1C(CCC1=O)=O